C(CCCCCCCCCC=CCCCCCCCC)(=O)OCCCCCCCCCCCCCCCCCCCCCC(C)C 22-methyltricosyl eicos-11-enoate